C(CC)N(S(=O)(=O)C1=CC=C(C=C1)CCCCCCCC(=O)O)CCC 8-(4-(N,N-dipropylaminosulfonyl)phenyl)octanoic acid